COC1=NC2=CC=CC=C2C=C1CC1=CC=C(C=C1)CC(=O)OC methyl 2-(4-((2-methoxyquinolin-3-yl)methyl)phenyl)acetate